OC(CNC(=O)C1CN(C1)C1=CC(=C2C(C(=CN(C2=N1)C=1SC=CN1)C(=O)O)=O)C)CO 7-{3-[(2,3-dihydroxypropyl)carbamoyl]azetidin-1-yl}-5-methyl-4-oxo-1-(1,3-thiazol-2-yl)-1,4-dihydro-1,8-naphthyridine-3-carboxylic acid